C(C)(C)(C)OC(=O)N1CC(CC1)OCCCCC1=NC2=NC=CC=C2C(=C1)Cl 3-(4-(4-chloro-1,8-naphthyridin-2-yl)butoxy)pyrrolidine-1-carboxylic acid (R)-tert-butyl ester